C1(=CC=C(C=C1)C=1C=CC2=C(N=CCO2)C1)C 6-(4-tolyl)-1,4-benzoxazine